3-(6-O-isobutoxycarbonyl-β-D-glucopyranosyloxy)-1-isopropyl-5-methylpyrazole C(C(C)C)OC(=O)OC[C@@H]1[C@H]([C@@H]([C@H]([C@@H](O1)OC1=NN(C(=C1)C)C(C)C)O)O)O